(7-{[2-(4-Chlorophenyl)imidazo[1,2-a]pyridin-3-yl]methyl}-3-oxa-7,9-diazabicyclo[3.3.1]non-9-yl)(6-methoxypyridin-2-yl)methanon ClC1=CC=C(C=C1)C=1N=C2N(C=CC=C2)C1CN1CC2COCC(C1)N2C(=O)C2=NC(=CC=C2)OC